2-(3-(3,3-difluoro-1-((4-methyl-4H-1,2,4-triazol-3-yl)methyl)cyclobutyl)phenyl)-6-(((3-fluoro-1-methylcyclobutyl)amino)methyl)-4-(trifluoromethyl)isoindolin-1-one FC1(CC(C1)(CC1=NN=CN1C)C=1C=C(C=CC1)N1C(C2=CC(=CC(=C2C1)C(F)(F)F)CNC1(CC(C1)F)C)=O)F